(2R)-2-{6-[5-chloro-2-(cyclobutylamino)pyrimidin-4-yl]-1-oxo-2,3-dihydro-1H-isoindol-2-yl}-N-[(1S)-2-hydroxy-1-(6-methoxypyridin-2-yl)ethyl]propanamide ClC=1C(=NC(=NC1)NC1CCC1)C1=CC=C2CN(C(C2=C1)=O)[C@@H](C(=O)N[C@H](CO)C1=NC(=CC=C1)OC)C